2-(bis(4-methoxybenzyl)amino)-4-methyl-6-(pentan-2-ylamino)pyrimidine-5-carboxylic acid methyl ester COC(=O)C=1C(=NC(=NC1NC(C)CCC)N(CC1=CC=C(C=C1)OC)CC1=CC=C(C=C1)OC)C